1-benzyl-4-((5-(4-(tert-butyl)phenyl)-1-methyl-1H-1,2,4-triazol-3-yl)methyl)piperazine C(C1=CC=CC=C1)N1CCN(CC1)CC1=NN(C(=N1)C1=CC=C(C=C1)C(C)(C)C)C